Acetyl-Phosphate C(C)(=O)OP(=O)([O-])[O-]